p-chlorophenylpropiolic acid ClC1=CC=C(C=C1)C#CC(=O)O